BrC=1C=C(C=CC1)N(C1=NC(=NC2=CC(=CC=C12)Cl)NN)CC N-(3-bromophenyl)-7-chloro-N-ethyl-2-hydrazino-quinazolin-4-amine